ClC1=CC=NC=2C(CC[C@H](C12)C)=O (5R)-4-chloro-5-methyl-6,7-dihydroquinolin-8(5H)-one